N-(p-acetylphenyl)isoquinolinium C(C)(=O)C1=CC=C(C=C1)[N+]1=CC2=CC=CC=C2C=C1